FC(C(=O)O)(F)F.CC1(OB(OC1(C)C)CCC1CCNCC1)C 4-(2-(4,4,5,5-tetramethyl-1,3,2-dioxaborolan-2-yl)ethyl)piperidine, trifluoroacetic acid salt